C1(=CC=CC=C1)[C@H]1[C@@](CCCC1)(C(=O)O)CN phenyl-trans-aminomethyl-cyclohexanecarboxylic acid